ONC(=O)C1=C(SC=C1)NC1=NC(=NC=C1Cl)NC1=CC(=C(C(=C1)OC)OC)OC 2-[5-chloro-2-(3,4,5-trimethoxyphenylamino)-pyrimidin-4-ylamino]-thiophene-3-carboxylic acid hydroxyamide